The molecule is a metallic element first identified and named from the brilliant green line in its flame spectrum (from Greek thetaalphalambdalambdaomicronsigma, a green shoot). [Tl]